5-amino-3-(4-methoxyphenyl)-7-(p-tolyl)-7H-thiazolo[3,2-a]pyrimidine-6-carbonitrile NC1=C(C(N=C2N1C(=CS2)C2=CC=C(C=C2)OC)C2=CC=C(C=C2)C)C#N